N-(2-tert-butylphenyl)-2-oxoglycyl-N-[1(S)-(carboxymethyl)-2-oxo-3-(2,3,5,6-tetrafluorophenoxy)propyl]-L-alaninamide C(C)(C)(C)C1=C(C=CC=C1)NC(C(=O)N[C@@H](C)C(=O)N[C@H](C(COC1=C(C(=CC(=C1F)F)F)F)=O)CC(=O)O)=O